FC(C)(F)C1=CC(=C(C(=O)NC(NC2=CC=CC=3N2C=CN3)=O)C=C1)F 4-(1,1-difluoroethyl)-2-fluoro-N-(imidazo[1,2-a]pyridin-5-ylcarbamoyl)benzamide